formamidobenzyl cyanide C(=O)NC(C1=CC=CC=C1)C#N